C1(=CC=CC=C1)SC1=CC=C(C=C1)[S+](C1=CC=CC=C1)C1=CC=CC=C1 4-(phenylthio)phenyldiphenyl-sulfonium